2-(4-hydroxy-3-methoxybenzoyl)benzoic acid OC1=C(C=C(C(=O)C2=C(C(=O)O)C=CC=C2)C=C1)OC